tin 3-bromo-2-chloro-5-nitropyridine BrC=1C(=NC=C(C1)[N+](=O)[O-])Cl.[Sn]